(2R,5S)-tert-butyl 5-(4-chlorobenzyl)-2-(2-fluoropropan-2-yl)morpholine-4-carboxylate ClC1=CC=C(C[C@H]2CO[C@H](CN2C(=O)OC(C)(C)C)C(C)(C)F)C=C1